CC1(N(CCOC1)CC1=CC=C(C=C1)C1=C(C=C2C(=N1)COC2)C(=O)OC)C methyl 2-[4-[(3,3-dimethylmorpholin-4-yl) methyl] phenyl]-5,7-dihydrofuro[3,4-b]pyridine-3-carboxylate